diazaspiro[3.5]nonane-7-carboxylic acid tert-butyl ester C(C)(C)(C)OC(=O)C1CCC2(CNN2)CC1